[Cl-].C1=CCCC=CCC1.[Pt+2].[Cl-] platinum (1,5-cyclooctadiene) chloride